(R)-2-(piperazin-2-yl)propan-2-ol Benzyl-(S)-2-((methyl((S)-5,6,7,8-tetrahydroquinolin-8-yl)amino)methyl)-4-(pyridine-2-ylmethyl)piperazine-1-carboxylate C(C1=CC=CC=C1)[C@@]1(N(CCN(C1)CC1=NC=CC=C1)C(=O)OC(C)(C)[C@@H]1NCCNC1)CN([C@H]1CCCC=2C=CC=NC12)C